C(C)N1C(NC=2C1=NC=C(N2)SC=2C(=NC=CC2)C(F)(F)F)=O 1-ethyl-5-((2-(trifluoromethyl)pyridin-3-yl)thio)-1,3-dihydro-2H-imidazo[4,5-b]pyrazin-2-one